BrC1=C2C=CC=N(C2=C(C=C1)I)=O 5-bromo-8-iodo-1λ5-quinolin-1-one